azobenzene tridecanoate C(CCCCCCCCCCCC)(=O)O.N(=NC1=CC=CC=C1)C1=CC=CC=C1